ClC1=CC=C(C=C1)C1=NN=C(S1)CNC(=O)C=1N=NN(C1)C=1C(=NC(=CC1)C)C N-((5-(4-chlorophenyl)-1,3,4-thiadiazol-2-yl)methyl)-1-(2,6-dimethylpyridin-3-yl)-1H-1,2,3-triazole-4-carboxamide